(R)-2-methyl-2-(5-(3-methylmorpholinyl)-3-(1H-pyrazol-3-yl)-1H-pyrazolo[4,3-b]pyridin-7-yl)propanenitrile CC(C#N)(C)C1=C2C(=NC(=C1)N1[C@@H](COCC1)C)C(=NN2)C2=NNC=C2